5-chloro-4-(6,6-difluoro-1,4-oxaazepan-4-yl)-2-(2-fluoro-4-pyridinyl)-1H-pyrimidin-6-one ClC1=C(N=C(NC1=O)C1=CC(=NC=C1)F)N1CCOCC(C1)(F)F